3-(methylamino)propane-1-thiol hydrochloride Cl.CNCCCS